ClC=1N=NC(=CC1NCC=1C=C(C=CC1)O)Cl 3-[[(3,6-dichloropyridazin-4-yl)amino]methyl]phenol